Methyl (S)-2-((tert-butoxycarbonyl) amino)-3-(3-cyclopentyl-4-(cyclopentyloxy) phenyl)-propanoate C(C)(C)(C)OC(=O)N[C@H](C(=O)OC)CC1=CC(=C(C=C1)OC1CCCC1)C1CCCC1